N=1NN=NC1CN1N=C(C(=C1)NC(=O)C=1C=NN2C1N=CC=C2)C2=C(C=CC(=C2)C2CC2)OC(F)F N-(1-((2H-tetrazol-5-yl)methyl)-3-(5-cyclopropyl-2-(difluoromethoxy)phenyl)-1H-pyrazol-4-yl)pyrazolo[1,5-a]pyrimidine-3-carboxamide